N1(CCCC1)CCCCN1CCCC1 1,4-di(pyrrolidin-1-yl)butane